3'-{N'-[1-(3,4-dimethylphenyl)-3-ethyl-5-oxo-1,5-dihydropyrazol-4-ylidene]-hydrazino}-2'-hydroxybiphenyl-3-carboxylic acid CC=1C=C(C=CC1C)N1N=C(C(C1=O)=NNC=1C(=C(C=CC1)C1=CC(=CC=C1)C(=O)O)O)CC